BrCC(=O)C1=C(N(C(=C1)\C=C\CCSC)C1=CC=C(C#N)C=C1)C (E)-4-(3-(2-bromoacetyl)-2-methyl-5-(4-(methylthio)but-1-en-1-yl)-1H-pyrrol-1-yl)benzonitrile